benzyl (S)-4-methyl-1-(methylamino)-1-oxopent-2-ylcarbamate CC(C[C@@H](C(=O)NC)NC(OCC1=CC=CC=C1)=O)C